O=C1CCC(CC1)(C(=O)OCC)C(=O)OCC diethyl 4-oxocyclohexan-1,1-dicarboxylate